ClC1=C(C(=O)C2=CNC=3N=CN=C(C32)N[C@H]3CN(CCC3)CCCCCC=O)C=CC(=C1)OC1=CC=CC=C1 (R)-6-(3-((5-(2-chloro-4-phenoxybenzoyl)-7H-pyrrolo[2,3-d]pyrimidin-4-yl)amino)piperidin-1-yl)hexanal